3-METHOXY-2-(METHOXYMETHOXY)PHENYLBORONIC ACID COC=1C(=C(C=CC1)B(O)O)OCOC